2-(tert-butyl)-9-[2-carboxy(3,6-methano-4-methyl-4-cyclohexenyl)]carbonyloxy-anthracene C(C)(C)(C)C1=CC2=C(C3=CC=CC=C3C=C2C=C1)OC(=O)C1C(C2C(=CC1C2)C)C(=O)O